BrC=1C=CC=C2C(=C(N3C(C12)=NC=N3)C(=O)NCC(=O)O)O (10-bromo-6-hydroxy-[1,2,4]triazolo[5,1-a]isoquinoline-5-carbonyl)glycine